C1(CC1)C([C@@H](C=1OC2=C(N1)C=C(C=C2)CN2C(N[C@@H](C2)C(F)(F)F)=O)NC(=O)C2=CC=NN2CC[C@@H](C(F)(F)F)O)C2CC2 |o1:35| N-((S)-2,2-dicyclopropyl-1-(5-(((S)-2-oxo-4-(trifluoro-methyl)imidazolidin-1-yl)methyl)benzo[d]oxazol-2-yl)ethyl)-1-((S or R)-4,4,4-trifluoro-3-hydroxybutyl)-1H-pyrazole-5-carboxamide